COC1=CC=C(C=C1)C=1C=C2C=3C=CC(=CC3NC2=CC1)C(C(=O)O)C 2-(6-(4-Methoxyphenyl)-9H-carbazol-2-yl)propanoic acid